dimethyl-(cyclohexane) dinitrogen [N].[N].CC1(CCCCC1)C